2-[[2,2-bis(4-dibenzothiophenylthiomethyl)-3-(4-dibenzothiophenylthio) propoxy] carbonylamino]ethyl acrylate C(C=C)(=O)OCCNC(=O)OCC(CSC1=CC=CC2=C1SC1=C2C=CC=C1)(CSC1=CC=CC2=C1SC1=C2C=CC=C1)CSC1=CC=CC2=C1SC1=C2C=CC=C1